((2R,6R,7aS)-7a-(((tert-butyldiphenylsilyl)oxy)methyl)-6-fluoro-3-oxohexahydro-1H-pyrrolizin-2-yl)methyl-4-methylbenzenesulfonate [Si](C1=CC=CC=C1)(C1=CC=CC=C1)(C(C)(C)C)OC[C@@]12C[C@H](CN2C([C@H](C1)COS(=O)(=O)C1=CC=C(C=C1)C)=O)F